OC1=C(C(=CC(=C1)C(F)(F)F)C)C1=CC=C(N=N1)C(=O)O 6-(2-Hydroxy-6-methyl-4-(trifluoromethyl)phenyl)pyridazine-3-carboxylic acid